6-(bis(3-(dimethylamino)propyl)amino)-6-oxohexanoic acid CN(CCCN(C(CCCCC(=O)O)=O)CCCN(C)C)C